ClC=1C=C(C=2C(=NC=C(N2)O)N1)Cl 6,8-dichloropyrido[2,3-b]pyrazin-2-ol